ethyl (R)-4-(5-amino-4-((((4-fluorophenyl)methyl-d2)sulfonyl)oxy)-3-oxo-2,3-dihydrofuran-2-yl-2-d)benzoate NC1=C(C([C@@](O1)([2H])C1=CC=C(C(=O)OCC)C=C1)=O)OS(=O)(=O)C([2H])([2H])C1=CC=C(C=C1)F